N-(3',4',5'-trifluorobiphenyl-2-yl)-3-fluoromethyl-1-methylpyrazol-4-ylcarboxamide FC=1C=C(C=C(C1F)F)C1=C(C=CC=C1)NC(=O)C=1C(=NN(C1)C)CF